(7S)-7-methyl-3-{3-[(1Z)-prop-1-en-1-yl]imidazo[1,2-a]pyridin-6-yl}-5-[4-(trifluoromethyl)phenyl]-6,7-dihydropyrazolo[1,5-a]pyrazin-4(5H)-one C[C@H]1CN(C(C=2N1N=CC2C=2C=CC=1N(C2)C(=CN1)\C=C/C)=O)C1=CC=C(C=C1)C(F)(F)F